3-[N-(1-naphthyl)N-(9-phenylcarbazol-3-yl)amino]-9-phenylcarbazole C1(=CC=CC2=CC=CC=C12)N(C=1C=CC=2N(C3=CC=CC=C3C2C1)C1=CC=CC=C1)C=1C=CC=2N(C3=CC=CC=C3C2C1)C1=CC=CC=C1